Cl.C[C@H]1NCCC2=CC=CC=C12 (1R)-1-methyl-1,2,3,4-tetrahydroisoquinoline hydrochloride salt